(3E)-4-methyl-3-decen-5-one C\C(=C/CC)\C(CCCCC)=O